C1(=CC=CC=C1)C(C(=O)O)CCCC(=O)O phenylhexanedioic acid